C(C)(=O)OC1(CC1)C=1C2=C(N=C(N1)Cl)N(N=N2)[C@H](C)C2=C(C=C(C=C2)Cl)Cl (R)-1-(5-chloro-3-(1-(2,4-dichlorophenyl)ethyl)-3H-[1,2,3]triazolo[4,5-d]pyrimidin-7-yl)cyclopropyl acetate